CN1N=C(C2=CC(=CC=C12)C=1N=C2N(C(C1)=O)C=C(C=C2[C@@H](C)NC2=C(C(=O)O)C=CC=C2)C)C (R)-2-((1-(2-(1,3-dimethyl-1H-indazol-5-yl)-7-methyl-4-oxo-4H-pyrido[1,2-a]pyrimidin-9-yl)ethyl)amino)benzoic acid